C(CCCCCCCCCCCCC)(=O)[O-].[Al+3].C(CCCCCCCCCCCCC)(=O)[O-].C(CCCCCCCCCCCCC)(=O)[O-] Aluminium myristat